[Na+].C(CCC)C1=C(C=CC=C1)[O-].[Na+].C(CCC)C1=C(C=CC=C1)[O-] sodium butyl-phenolate sodium